BrC=1C=C(C2=C(NC(O2)=O)C1)Cl 5-bromo-7-chloro-1,3-benzoxazol-2(3H)-one